C(C)OC([C@H](C)OC1=C(C=C(C=C1)Cl)C1=NOC(C1OCCCC)C1CC1)=O (2S)-2-[4-chloro-2-(5-cyclopropyl-4-butoxy-4,5-dihydroisoxazol-3-yl)phenoxy]propionic acid ethyl ester